N-(2,4-dimethylpyridin-3-yl)-2-((6-(4-(2-hydroxyethyl)piperazin-1-yl)-2-methylpyrimidin-4-yl)amino)thiazole-5-carboxamide CC1=NC=CC(=C1NC(=O)C1=CN=C(S1)NC1=NC(=NC(=C1)N1CCN(CC1)CCO)C)C